2-(3-(2-morpholinoethyl)-2-oxoimidazolidin-1-yl)-4,6-bis(trifluoromethyl)phenyl (4-fluorophenyl)(methyl)carbamate FC1=CC=C(C=C1)N(C(OC1=C(C=C(C=C1C(F)(F)F)C(F)(F)F)N1C(N(CC1)CCN1CCOCC1)=O)=O)C